O1CCN(CC1)CC1=CC=C(C(=O)O)C=C1 4-(morpholinomethyl)benzoic acid